C1(CC1)C=1N=C2N(C=C(N=C2)C2=CC(=C(C=C2)F)C(C)C)C1C1=C(C=C(OCOP(O)(O)=O)C=C1)F [(4-{2-cyclopropyl-6-[4-fluoro-3-(propan-2-yl)phenyl]imidazo[1,2-a]pyrazin-3-yl}-3-fluorophenoxy)methoxy]phosphonic acid